(1S)-6-bromo-1-{[(R)-2-methylpropane-2-sulfinyl]amino}-1,3-dihydro-spiro[indene-2,4'-piperidine]-1'-carboxylic acid tert-butyl ester C(C)(C)(C)OC(=O)N1CCC2(CC1)[C@@H](C1=CC(=CC=C1C2)Br)N[S@](=O)C(C)(C)C